2-amino-5-(2-chloro-4-(2-(3,5-difluorophenyl)-2-hydroxyacetamido)phenyl)-N-cyclopropylnicotinamide NC1=C(C(=O)NC2CC2)C=C(C=N1)C1=C(C=C(C=C1)NC(C(O)C1=CC(=CC(=C1)F)F)=O)Cl